ClC=1C=C(C=CC1OCC1CC1)C1=CC(=CN=N1)C(=O)NCC=1C(=NC=CC1)OC(C)C 6-[3-chloro-4-(cyclopropylmethoxy)phenyl]-N-[(2-isopropoxy-3-pyridinyl)methyl]pyridazine-4-carboxamide